C(C)SC=1C=C(C=C(C1[N+](=O)[O-])CF)N1C(C2=CC=C(C=C2CC1)F)[2H] 2-(3-(ethylsulfanyl)-5-(fluoromethyl)-4-nitrophenyl)-6-fluoro-1,2,3,4-tetrahydroisoquinoline-d